BrC1=C(C=2C(NC(CC2N1)(C)C)=O)C1=CC=CC=C1 2-bromo-6,6-dimethyl-3-phenyl-1,5,6,7-tetrahydro-4H-pyrrolo[3,2-c]pyridin-4-one